Cl.[C@@H]12NC[C@@H](CC1)C2 (1R,4S)-2-azabicyclo[2.2.1]heptane hydrochloride